CO[C@@]1(OC=2C=C(C=C(C2C(C1)=O)O)O)C1=CC=C(O)C=C1 MonomethoxyNaringenin